C1(CC2C(CC1)O2)C2CCC(CC2)C=C 2-(3,4-epoxycyclohexyl)-5-vinylcyclohexane